perfluoro-tert-butanol trifluoroacetate FC(C(=O)O)(F)F.FC(C(C(F)(F)F)(C(F)(F)F)O)(F)F